COC1=C2C=C(NC2=CC=C1)C(=O)N[C@@H](CC(C)C)C(=O)N[C@H](C(COC(OC(C)(C)C)=O)=O)C[C@H]1C(NCC1)=O carbonic acid tert-butyl (3S)-3-({N-[(4-methoxy-1H-indol-2-yl) carbonyl]-L-leucinyl} amino)-2-oxo-4-[(3S)-2-oxopyrrolidin-3-yl]Butyl ester